C(C(C)(C)C)(=O)O[C@H]1CN(CC=C1)CC=1SC=CC1 (R)-1-(thiophen-2-ylmethyl)-1,2,3,6-tetrahydropyridin-3-yl pivalate